ClC=1C=C2C(=NC(=NC2=C(C1C1=C2C=NNC2=CC=C1C)OC1CC(C1)(F)F)OC[C@H]1N(CCC1)C)N1[C@H](CNCC1)C 6-chloro-8-(3,3'-difluorocyclobutoxy)-7-(5-methyl-1H-indazol-4-yl)-4-((S)-2-methylpiperazin-1-yl)-2-(((S)-1-methylpyrrolidin-2-yl)methoxy)quinazoline